(R)-1-(7-(8-ethyl-7-fluoro-3-(methoxymethoxy)naphthalen-1-yl)-8-fluoro-2-(((6R,8aS)-6-fluorohexahydroindolizin-8a(1H)-yl)methoxy)pyrido[4,3-d]pyrimidin-4-yl)-3-methylpiperidin-3-ol C(C)C=1C(=CC=C2C=C(C=C(C12)C1=C(C=2N=C(N=C(C2C=N1)N1C[C@@](CCC1)(O)C)OC[C@@]12CC[C@H](CN2CCC1)F)F)OCOC)F